ClC1=NC=C(C2=CC=CC=C12)OC1=CC=C(C=C1)C(F)(F)F 1-chloro-4-{4-(trifluoromethyl)phenoxy}isoquinoline